4-[2,2-difluoroethyl-[3-fluoro-2-[2-[1-(trifluoromethyl)cyclopropyl]ethynyl]-4-pyridyl]amino]-5-fluoro-1-(trideuteriomethyl)quinazolin-2-one FC(CN(C1=NC(N(C2=CC=CC(=C12)F)C([2H])([2H])[2H])=O)C1=C(C(=NC=C1)C#CC1(CC1)C(F)(F)F)F)F